methyl-(3S,7aS)-3-(((tert-butyldiphenylsilyl)oxy)methyl)tetrahydro-1H-pyrrolizine CC1C[C@H](N2CCC=C12)CO[Si](C1=CC=CC=C1)(C1=CC=CC=C1)C(C)(C)C